The molecule is a platinum(II) porphyrin compound having a 2-keto group and eight ethyl substituents in the 3-, 3-, 7-, 8-, 12-, 13-, 17- and 18-positions. It has a role as a fluorochrome. CCC1=C(C2=CC3=NC(=CC4=C(C(=C([N-]4)C=C5C(=C(C(=N5)C=C1[N-]2)CC)CC)CC)CC)C(C3=O)(CC)CC)CC.[Pt+2]